BrC1=C(C(=O)OC)C=C(C=C1)NN methyl 2-bromo-5-hydrazinobenzoate